CNC(=O)C=1NC2=CC=CC(=C2C1)C1=CCC(CC1)C(=O)OCC ethyl 4-(2-(methylcarbamoyl)-1H-indol-4-yl)cyclohex-3-ene-1-carboxylate